2-[3-[2-(8-chloro-4-oxo-chromen-2-yl)-5-(trifluoromethyl)phenoxy]propoxy]-N-cyclopropylsulfonyl-acetamide ClC=1C=CC=C2C(C=C(OC12)C1=C(OCCCOCC(=O)NS(=O)(=O)C2CC2)C=C(C=C1)C(F)(F)F)=O